rel-(R)-1-(1-(4,4-difluorocyclohexyl)piperidin-4-yl)-9-ethyl-4-fluoro-8,9-dihydro-2,7,9a-triazabenzo[cd]azulen-6(7H)-one FC1(CCC(CC1)N1CCC(CC1)C1=NC2=C3C(C(NC[C@H](N13)CC)=O)=CC(=C2)F)F |o1:21|